[1,3]dioxan-5-ol O1COCC(C1)O